FC=1C=C2C(CN(CC2=CC1)C1=CC(=C(C(=C1)C)NC(CC(C)(C)C)=O)C)CNC N-(4-(6-fluoro-4-((methylamino)methyl)-3,4-dihydroisoquinolin-2(1H)-yl)-2,6-dimethylphenyl)-3,3-dimethylbutyramide